7-(4-Aminobut-1-ynyl)-N-[(1S)-tetralin-1-yl]pyrido[3,2-d]pyrimidin-4-amine NCCC#CC1=CC=2N=CN=C(C2N=C1)N[C@H]1CCCC2=CC=CC=C12